methyl iodide 2-methylpropionate CC(C(=O)O)C.CI